5-fluorophenol 2,2,2-trifluoroacetate FC(C(=O)O)(F)F.FC=1C=CC=C(C1)O